(dimethyl-(piperidin-1-yl)silyl)lithium C[Si](N1CCCCC1)(C)[Li]